C(CCCCCCCC)OC=1C=C(C=C(C1)OCCCCCCCCC)CO (3,5-Bis(nonyloxy)phenyl)methanol